(1R,2S)-1-(ethoxymethyl)-2-vinylcyclopropylamine hydrochloride Cl.C(C)OC[C@@]1([C@@H](C1)C=C)N